S1C=NC2=C1C(=CC=C2)[C@@H](C=2N=NN(C2)C2(CC2)CF)NC=2C=C1C(=C(C=NC1=C(C2)C#N)C#N)NCC(C)(C)C (S)-6-((benzo[d]thiazol-7-yl(1-(1-(fluoromethyl)cyclopropyl)-1H-1,2,3-triazol-4-yl)methyl)amino)-4-(neopentylamino)quinoline-3,8-dicarbonitrile